FC(C=1C=CC(=NC1)C=O)(F)F 5-(trifluorometh-yl)picolin-aldehyde